N,N-dihexyl-2,2-difluoroethylamine C(CCCCC)N(CCCCCC)CC(F)F